ClC1=C(C=CC=C1)S(=O)(=O)NC1=CC(=C(C=C1)C1=CC2=C(N=C(N=C2)NC2CCC(CC2)N(C)C)N2C1=NC(=C2)C)F 2-chloro-N-(4-(2-((4-(dimethylamino)cyclohexyl)amino)-8-methylimidazo[1',2':1,6]pyrido[2,3-d]pyrimidin-6-yl)-3-fluorophenyl)benzenesulfonamide